(2R)-2-[6-(5-chloro-2-{[trans-4-methoxycyclohexyl]amino}pyrimidin-4-yl)-1-oxo-2,3-dihydro-1H-isoindol-2-yl]-N-[(1S)-2-hydroxy-1-(3-methoxyphenyl)ethyl]propionamide ClC=1C(=NC(=NC1)N[C@@H]1CC[C@H](CC1)OC)C1=CC=C2CN(C(C2=C1)=O)[C@@H](C(=O)N[C@H](CO)C1=CC(=CC=C1)OC)C